3-(5-(2-(3-((5-(3-((R)-1-aminoethyl)phenoxy)pentyl)oxy)propoxy)ethoxy)-1-oxoisoindolin-2-yl)piperidine-2,6-dione hydrochloride Cl.N[C@H](C)C=1C=C(OCCCCCOCCCOCCOC=2C=C3CN(C(C3=CC2)=O)C2C(NC(CC2)=O)=O)C=CC1